CN1[C@@H]([C@H](CC1=O)C(NCCOCCOCCOCCOCCNC([O-])=O)=O)C=1C=NC=CC1 (1-((2S,3S)-1-methyl-5-oxo-2-(pyridin-3-yl)pyrrolidin-3-yl)-1-oxo-5,8,11,14-tetraoxa-2-azahexadecan-16-yl)carbamate